ClC1=C2C(=NC=C1C1=CC=CC(=N1)N1C(CN(CC1)C(=O)OC(C)(C)C)=O)NC=C2C2CC2 tert-butyl 4-(6-(4-chloro-3-cyclopropyl-1H-pyrrolo[2,3-b]pyridin-5-yl) pyridin-2-yl)-3-oxopiperazine-1-carboxylate